tetramethyl-aminium C[N+](C)(C)C